N-methyl-N-(5-cyanophenyl)methylpropanamide CN(C(CC)=O)CC1=CC=CC(=C1)C#N